(2R,3S)-1-(2-fluoro-6-methylbenzoyl)-2-(4-((2-hydroxy-2-methylpropyl)amino)phenyl)-N-(4-(hydroxymethyl)-3-(trifluoromethyl)phenyl)-1,2,3,4-tetrahydroquinoline-3-carboxamide FC1=C(C(=O)N2[C@H]([C@H](CC3=CC=CC=C23)C(=O)NC2=CC(=C(C=C2)CO)C(F)(F)F)C2=CC=C(C=C2)NCC(C)(C)O)C(=CC=C1)C